Bis((9H-fluoren-9-yl) methyl) phosphonate P(OCC1C2=CC=CC=C2C=2C=CC=CC12)(OCC1C2=CC=CC=C2C=2C=CC=CC12)=O